rac-1-methyl-4-(propan-2-yl)cyclohex-1-ene CC1=CC[C@@H](CC1)C(C)C |r|